NCC(O)C1=CC=C(C=C1)C(F)(F)F 2-amino-1-(4-(trifluoromethyl)phenyl)ethanol